COC1=CC2=C(N=C(S2)C2=C3N=CC(=NC3=CC(=C2)C)OC)C(=C1)C(O)C1(CC1)C(F)(F)F (6-methoxy-2-(2-methoxy-7-methylquinoxalin-5-yl)benzo[d]thiazol-4-yl)(1-(trifluoromethyl)cyclopropyl)methanol